ClC=1C=C(C(=O)O)C=CC1SCC(=O)OCC 3-chloro-4-((2-ethoxy-2-oxoethyl)thio)benzoic acid